O[C@@H]1[C@@H](CCCC1)CNC1=NC=C2N=C(N(C2=N1)C1CCC(CC1)C(=O)N)NC1=C(C=C(C=C1Cl)Cl)Cl (1R,4s)-4-(2-(((1S,2S)-2-hydroxycyclohexyl)methylamino)-8-(2,4,6-trichlorophenylamino)-9H-purin-9-yl)cyclohexanecarboxamide